di-phenylketone C1(=CC=CC=C1)C(=O)C1=CC=CC=C1